C(C)N(CCNC(=O)C=1C(=C(NC1C)\C=C\1/C(N(C2=CC=C(C=C12)F)C(=O)N1CCN(CC1)C(=O)OC(C)(C)C)=O)C)CC tert-butyl (Z)-4-(3-((4-((2-(diethylamino)ethyl)carbamoyl)-3,5-dimethyl-1H-pyrrol-2-yl)methylene)-5-fluoro-2-oxoindoline-1-carbonyl)piperazine-1-carboxylate